ClC=1C(=NC2=CC=CC=C2N1)NCC1=CC(=C(C=C1)F)F 3-chloro-N-(3,4-difluorobenzyl)quinoxalin-2-amine